FC1=NN(C=C1)C 3-fluoro-1-methyl-1H-pyrazol